benzyl (2-(3-methyl-2,4-dioxoimidazolidin-1-yl)ethyl)carbamate CN1C(N(CC1=O)CCNC(OCC1=CC=CC=C1)=O)=O